(1R,2R)-2-((R)-2'-cyclopentyl-2'-hydroxy-2'-phenylacetoxy)-7,7-dimethyl-7-azoniabicyclo[2.2.1]heptane bromide [Br-].C1(CCCC1)[C@](C(=O)O[C@H]1[C@H]2CCC(C1)[N+]2(C)C)(C2=CC=CC=C2)O